1-(4-(2-bromoethoxy)-2-fluorophenyl)-3-methyl-2,3,4,9-tetrahydro-1H-pyrido[3,4-b]Indole BrCCOC1=CC(=C(C=C1)C1NC(CC2=C1NC1=CC=CC=C21)C)F